2-(4-chloro-3-fluoro-phenoxy)-N-[3-[1-[3-trans-(trifluoromethoxy)cyclobutyl]triazol-4-yl]-1-bicyclo[1.1.1]pentanyl]acetamide ClC1=C(C=C(OCC(=O)NC23CC(C2)(C3)C=3N=NN(C3)C3(CCC3)OC(F)(F)F)C=C1)F